S1C=NC2=C1CCCC2O 4,5,6,7-tetrahydrobenzo[d]thiazol-4-ol